N-(tert-butyl)-3-(4-((2-(2-hydroxypropan-2-yl)-1H-imidazol-1-yl)methyl)phenyl)-5-isobutyl-4-methylthiophene-2-sulfonamide C(C)(C)(C)NS(=O)(=O)C=1SC(=C(C1C1=CC=C(C=C1)CN1C(=NC=C1)C(C)(C)O)C)CC(C)C